OCCOCCOC1=CC=CC(=N1)C(=O)O 6-[2-(2-Hydroxyethoxy)ethoxy]pyridine-2-carboxylic acid